N1CC(C1)NC1=NC=C(C=N1)CC1=CC=CC=C1 N-(azetidin-3-yl)-5-benzyl-pyrimidin-2-amine